C(#N)C(C)(C)N1N=C(C(=C1)NC=1N=CC2=C(N1)N(C(=C2)C#N)[C@H]2COC[C@@H]2C)OC(C)C 2-((1-(2-cyanopropan-2-yl)-3-isopropoxy-1H-pyrazol-4-yl)amino)-7-((3R,4R)-4-methyltetrahydrofuran-3-yl)-7H-pyrrolo[2,3-d]pyrimidine-6-carbonitrile